C1(=CC=CC2=CC=CC=C12)C=1N(C2=CC=CC=C2C1)CCCCCF naphthalen-1-yl-1-(5-fluoropentyl)-1H-indole